CC1(OCC(O1)C)CC(=O)OCC ethyl 2,4-dimethyldioxolane-2-acetate